ClC=1C=NN(C1C1=CSC2=C1N=C(N=C2N2[C@@H](COCC2)C)C2=C1C(=CN=C2)NC=C1)C (R)-4-(7-(4-chloro-1-methyl-1H-pyrazol-5-yl)-2-(1H-pyrrolo[2,3-c]pyridin-4-yl)thieno[3,2-d]pyrimidin-4-yl)-3-methylmorpholine